1-benzyl-5-isopropyl-1H-pyrazole-4-carboxylic acid C(C1=CC=CC=C1)N1N=CC(=C1C(C)C)C(=O)O